NC=1C2=C(N=CN1)N(C=C2C=2C(=C(C=CC2)NS(=O)(=O)C=2SC(=CC2)Cl)F)C 5-Chloro-thiophene-2-sulfonic acid [3-(4-amino-7-methyl-7H-pyrrolo[2,3-d]pyrimidin-5-yl)-2-fluorophenyl]-amide